3-methacryloxypropyldimethylethoxysilane ethyl-2-(dicyano-methylene)-1-methylcyclohexane-1-carboxylate C(C)OC(=O)C1(C(CCCC1)=C(C#N)C#N)C.C(C(=C)C)(=O)OCCC[Si](OCC)(C)C